C(C)OP(OCC)(=O)CC=CC 2-butenylphosphonic acid diethyl ester